ClC=1C(=NC(=NC1)NC1=CC=C(C=N1)N1CCC(CC1)C#N)NC1=CC(=CC=C1)C(F)(F)F 1-(6-((5-Chloro-4-((3-(trifluoromethyl)phenyl)amino)pyrimidin-2-yl)amino)pyridin-3-yl)piperidine-4-Nitrile